ClC1=NN(C=C1C1=NC=CC(=N1)NC=1N=CC2=C(C=CC(=C2C1)C(C)C)N1[C@@H]([C@H](C1)CS(=O)(=O)C)C)C1CC1 N-(2-(3-chloro-1-cyclopropyl-1H-pyrazol-4-yl)pyrimidin-4-yl)-5-isopropyl-8-((2R,3S)-2-methyl-3-((methylsulfonyl)methyl)azetidin-1-yl)isoquinolin-3-amine